The molecule is an S-substituted glutathione in which the thiol hydrogen of glutathione is replaced by a 4-nitrobenzyl group. It is a C-nitro compound, an organic sulfide and a S-substituted glutathione. C1=CC(=CC=C1CSC[C@@H](C(=O)NCC(=O)O)NC(=O)CC[C@@H](C(=O)O)N)[N+](=O)[O-]